tert-butyl (3-bromo propyl)carbamate BrCCCNC(OC(C)(C)C)=O